NC1=C(C=C(C=C1C(F)(F)F)Cl)C=CC(=O)OCC ethyl 3-(2-amino-5-chloro-3-(trifluoromethyl)phenyl)acrylate